methyl 5-hydroxy-2-[(4-methoxyphenyl) methoxy]-1,7-naphthyridine-6-carboxylate OC1=C2C=CC(=NC2=CN=C1C(=O)OC)OCC1=CC=C(C=C1)OC